N=C1NC(C=CC1)=N 2,6-bis(imino)pyridine